ClC1=CC(=C(C=C1)C=1N=C(SC1SC(C)C)N1N=C(C(=C1C(=O)O)C1=CC(=NC(=C1)C)C)C)OC 1-(4-(4-chloro-2-methoxyphenyl)-5-(isopropylthio)thiazol-2-yl)-4-(2,6-dimethylpyridin-4-yl)-3-methyl-1H-pyrazole-5-carboxylic acid